(3S)-3-{[(tert-butoxy)carbonyl]amino}-6-methoxy-6-oxohexanoic acid C(C)(C)(C)OC(=O)N[C@H](CC(=O)O)CCC(=O)OC